FC1=CC(=C(C(=O)N2[C@@H](C=3N(CC2)C(=NC3N3C(CCC3)=O)C3=NC(=NS3)C)C)C=C1)C (R)-1-(7-(4-fluoro-2-methylbenzoyl)-8-methyl-3-(3-methyl-1,2,4-thiadiazol-5-yl)-5,6,7,8-tetrahydroimidazo[1,5-a]pyrazin-1-yl)pyrrolidin-2-one